N2-(4-(4-(dimethylamino)piperidin-1-yl)-2,3-dihydrobenzofuran-7-yl)-N4-(1-(methylsulfonyl)indolin-7-yl)-7H-pyrrolo[2,3-d]pyrimidine-2,4-diamine CN(C1CCN(CC1)C1=CC=C(C2=C1CCO2)NC=2N=C(C1=C(N2)NC=C1)NC=1C=CC=C2CCN(C12)S(=O)(=O)C)C